2,4-bis-(4-propylbenzyl)propylsorbitol C(CC)C1=CC=C(CC(CC(O)[C@H](O)[C@@H](O)[C@](O)([C@H](O)CO)CC2=CC=C(C=C2)CCC)C)C=C1